hexadecane-5,8-diol CCCCC(CCC(CCCCCCCC)O)O